O.[Al].[Li].OC1=C(C2=CC=CC=C2C=C1)C1=C(C=CC2=CC=CC=C12)O 2,2'-dihydroxy-1,1'-binaphthyl lithium aluminum hydrate